ClCC(=O)NC1=CC=C(C=C1)OC1=NC=NC(=C1)NC 2-chloro-N-(4-((6-(methylamino)pyrimidin-4-yl)oxy)phenyl)acetamide